tert-butyl (3-methyl-5-(2-(5-methyl-2-(3-(trifluoromethyl)phenyl)piperidin-1-yl)-2-oxoacetamido)pyridin-2-yl)carbamate CC=1C(=NC=C(C1)NC(C(=O)N1C(CCC(C1)C)C1=CC(=CC=C1)C(F)(F)F)=O)NC(OC(C)(C)C)=O